CN(C1CCC(CC1)NC1=NC=C2C(=N1)N(C(N(C2)C2=CC(=C(C=C2)NS(=O)(=O)C(C)C2=CC=C(C=C2)F)F)=O)C(C)C)C N-(4-(7-(((1r,4r)-4-(dimethylamino)cyclohexyl)amino)-1-isopropyl-2-oxo-1,4-dihydropyrimido[4,5-d]pyrimidin-3(2H)-yl)-2-fluorophenyl)-1-(4-fluorophenyl)ethane-1-sulfonamide